1-(3-methoxyphenyl)-2-methylpropan-1-one COC=1C=C(C=CC1)C(C(C)C)=O